3-(4-(3-cyano-6-(2-hydroxy-2-methylpropoxy)pyrazolo[1,5-a]pyridin-4-yl)phenyl)azetidine-1-carboxylic acid C(#N)C=1C=NN2C1C(=CC(=C2)OCC(C)(C)O)C2=CC=C(C=C2)C2CN(C2)C(=O)O